5-(cyclohexenylmethyl)pyridine C1(=CCCCC1)CC=1C=CC=NC1